OCC1=C2C=CNC2=CC=C1OC=1C=C(C=CC1)C1=NN(C=C1)CC=1C=C(C=CC1)C=CC(=O)OC methyl 3-(3-((3-(3-((4-(hydroxymethyl)-1H-indol-5-yl)oxy)phenyl)-1H-pyrazol-1-yl)methyl)phenyl)acrylate